3-((2-((4-bromopyridin-2-yl)amino)ethyl)(tert-butoxycarbonyl)amino)propanoic acid BrC1=CC(=NC=C1)NCCN(CCC(=O)O)C(=O)OC(C)(C)C